C1(CC1)N1N=CC(=C1)C=1C=C(C=CC1)N(C(=O)[C@@H]1CC[C@H](CC1)CC(=O)O)C[C@@H]1CC[C@H](CC1)C=1C=NC(=CC1)N(C)C 2-(trans-4-((3-(1-Cyclopropyl-1H-pyrazol-4-yl)phenyl)((trans-4-(6-(dimethylamino)pyridin-3-yl)cyclohexyl)methyl)carbamoyl)cyclohexyl)acetic acid